C(C)(C)(C)OC(=O)N1C[C@@H]([C@H](C1)NC1=NC(=CC=C1)C1=CN=C2N1N=CC=C2)F.NC=2C=C(C(=O)NCC1=CC=C(C=C1)F)C=CC2N2CCN(CC2)C 3-amino-N-(4-fluorobenzyl)-4-(4-methylpiperazin-1-yl)benzamide tert-butyl-(3S,4S)-3-fluoro-4-[(6-imidazo[1,2-b]pyridazin-3-yl-2-pyridyl)amino]pyrrolidine-1-carboxylate